C(C1=CC=CC=C1)C=1NC(=NN1)C(=O)NC1=NC=CC(=C1)C1=C(C=CC(=C1)OCCCOC)Cl 5-benzyl-N-(4-(2-chloro-5-(3-methoxypropoxy)phenyl)pyridin-2-yl)-4H-1,2,4-triazole-3-carboxamide